F[C@@H]1[C@H](C1)C1=NC(=NO1)C=1C=CC(=C(C1)N(C(=O)C1=CN=C2N1C=CC=C2)C)C N-(5-(5-((1R,2S)-2-fluorocyclopropyl)-1,2,4-oxadiazol-3-yl)-2-methylphenyl)-N-methylimidazo[1,2-a]pyridine-3-carboxamide